COC=1C=C(C=CC1)C=1N=NN(C1)C1=CC(=CC=C1)C(C)SC1=NN=CN1C 4-(3-methoxyphenyl)-1-(3-(1-((4-methyl-4H-1,2,4-triazol-3-yl)thio)ethyl)phenyl)-1H-1,2,3-triazole